C(C)(C)(C)C1=CC(=NN1[C@@H]1C[C@H](C1)O)NC=1N(C=2C(=NC=C(C2Cl)OC=2C=NN3C2C=NC=C3)N1)C trans-3-(5-(tert-butyl)-3-((7-chloro-1-methyl-6-(pyrazolo[1,5-a]pyrazin-3-yloxy)-1H-imidazo[4,5-b]pyridin-2-yl)amino)-1H-pyrazol-1-yl)cyclobutan-1-ol